(1S)-camphoric acid C([C@]1(C)C(C)(C)C(C(=O)O)CC1)(=O)O